ClC1=NC=C(C(=N1)NC=1C=CC=C2CCN(C12)S(=O)(=O)C)C(=O)OC methyl 2-chloro-4-((1-(methylsulfonyl)indolin-7-yl)amino)pyrimidin-5-carboxylate